C1(=CC=CC=C1)C1C(\C(\C2=CC=CC=C12)=C(/NC1=CC=CC=C1)\C1=CC=CC=C1)=O (Z)-1-phenyl-3-(phenyl-(phenylamino)methylene)-1,3-dihydro-2H-inden-2-one